5-cyclopropyl-3-(cyclopropylamino)-N-[(5R)-5-[(3S)-3-methylmorpholine-4-carbonyl]piperidin-3-yl]-N-(2-methylpropyl)pyridine-2-carboxamide C1(CC1)C=1C=C(C(=NC1)C(=O)N(CC(C)C)C1CNC[C@@H](C1)C(=O)N1[C@H](COCC1)C)NC1CC1